C1(=CC=CC=C1)N1C2=CC=CC=C2C2=C3C(=C4C(=C12)NC=1C=CC=CC14)SC1=C3C=CC=C1 5-phenyl-5,6-dihydrobenzo[4,5]thieno[2,3-c]indolo[2,3-a]carbazole